CN1C[C@H]([C@@H](CC1)C=1C=NN(C1)C)NC(OCCCC)=O butyl (trans-1-methyl-4-(1-methyl-1H-pyrazol-4-yl)piperidin-3-yl)carbamate